2-((R)-1-(1-(3-isopropyl-1,2,4-oxadiazol-5-yl)piperidin-4-yl)ethoxy)-5-(6-(cyclopropylsulfonyl)pyridin-3-yl)thiazolo[5,4-b]pyridine C(C)(C)C1=NOC(=N1)N1CCC(CC1)[C@@H](C)OC=1SC2=NC(=CC=C2N1)C=1C=NC(=CC1)S(=O)(=O)C1CC1